4-[(3S)-3-amino-3-methylpyrrolidin-1-yl]-N-cyclopropyl-N-methyl-5-(4-methyl-1H-1,3-benzodiazol-2-yl)pyridine-3-carboxamide N[C@@]1(CN(CC1)C1=C(C=NC=C1C1=NC2=C(N1)C=CC=C2C)C(=O)N(C)C2CC2)C